C(C)S(=O)(=O)N1C(=NC2=C1C=CC=C2)N2C=NC(=C2)COC2=CC=CC=C2 1-ethanesulfonyl-2-(4-phenoxymethylimidazol-1-yl)benzimidazole